FC=1C=CC2=C(N(C3=C(C=C2)C=CC=N3)CC3=CC=C(C(=O)OC)C=C3)C1 methyl 4-((9-fluoro-11H-benzo[b]pyrido[3,2-f]azepin-11-yl)methyl)benzoate